N1=CN=C(C2=CC=CC=C12)N1CCC2(CN(C2)CC=2C=C(C=CC2)NS(=O)(=O)CC)CC1 N-(3-((7-(quinazolin-4-yl)-2,7-diazaspiro[3.5]nonan-2-yl)methyl)phenyl)ethanesulfonamide